(2S,4R)-1-[(2S)-2-(4-cyclopropyltriazol-1-yl)-3,3-dimethyl-butanoyl]-4-hydroxy-N-([1,2,4]triazolo[4,3-a]pyridin-6-ylmethyl)pyrrolidine-2-carboxamide C1(CC1)C=1N=NN(C1)[C@H](C(=O)N1[C@@H](C[C@H](C1)O)C(=O)NCC=1C=CC=2N(C1)C=NN2)C(C)(C)C